C(#N)CC1(CN(C1)C1CCN(CC1)C(=O)C1=CC=C(C#N)C=C1)N1N=CC(=C1)C=1C2=C(N=CN1)NC=C2 4-[(4-{3-(cyanomethyl)-3-[4-(7H-pyrrolo[2,3-d]pyrimidin-4-yl)-1H-pyrazol-1-yl]azetidin-1-yl}piperidin-1-yl)carbonyl]benzonitrile